6-(furan-2-yl)-N-(piperidin-4-ylmethyl)benzofuran-2-carboxamide O1C(=CC=C1)C1=CC2=C(C=C(O2)C(=O)NCC2CCNCC2)C=C1